(R)-3-((tert-butoxycarbonyl)amino)-3-formylazepine-1-carboxylic acid tert-butyl ester C(C)(C)(C)OC(=O)N1C[C@](C=CC=C1)(C=O)NC(=O)OC(C)(C)C